(3,4-dimethoxyphenyl)(4-(((3-(5-fluoro-1H-indol-3-yl)propyl)amino)methyl)piperidin-1-yl)methanone COC=1C=C(C=CC1OC)C(=O)N1CCC(CC1)CNCCCC1=CNC2=CC=C(C=C12)F